(R)-1-benzyl-4-(2-(pyrrolidin-2-yl)phenyl)-1,2,3,6-tetrahydropyridine C(C1=CC=CC=C1)N1CCC(=CC1)C1=C(C=CC=C1)[C@@H]1NCCC1